2-bromo-5-((1-(2,2-dimethyl-4,6-dioxo-1,3-dioxan-5-ylidene)ethyl)amino)benzonitrile BrC1=C(C#N)C=C(C=C1)NC(C)=C1C(OC(OC1=O)(C)C)=O